ClC=1C=CC(=NC1)[C@H](C)SC=1N=C(C2=C(N1)N(C(S2)=O)COP(=O)(O)O)N[C@H](CC(C)C)CO [5-{[(1S)-1-(5-Chloropyridin-2-yl)ethyl]sulfanyl}-7-{[(1R)-1-(hydroxymethyl)-3-methylbutyl]amino}-2-oxo[1,3]thiazolo[4,5-d]pyrimidin-3(2H)-yl]methyldihydrogenphosphat